C(C1=CC=CC=C1)N1CC(C[C@H](C1)O[Si](C1=CC=CC=C1)(C1=CC=CC=C1)C(C)(C)C)(O[Si](C)(C)C)C(F)(F)F (5R)-1-benzyl-5-((tert-butyldiphenylsilyl)oxy)-3-(trifluoromethyl)-3-((trimethylsilyl)oxy)piperidine